CN1N=NN=C1SCC1=C(C(=O)O)C=CC(=N1)C(F)(F)F 2-(((1-methyl-1H-tetrazol-5-yl)thio)methyl)-6-(trifluoromethyl)nicotinic acid